(5Z)-2-[[(1S,2S)-2-Methoxycyclopentyl]amino]-3-methyl-5-[(1-methylindazol-5-yl)methylene]imidazol-4-one CO[C@@H]1[C@H](CCC1)NC1=N\C(\C(N1C)=O)=C/C=1C=C2C=NN(C2=CC1)C